C(C)OC=1C=C(C[N+](=CC(CCCCCCCCC)C)[O-])C=CC1O N-(3-ethoxy-4-hydroxybenzyl)-2-methylundecan-1-imine oxide